O1C(=CC=C1)C(=O)N1C[C@H](CC1)NC=1C2=C(N=CN1)C=CC(=N2)C=2C=C(C(=NC2)OC)C#N (S)-4-(1-(2-furoyl)pyrrolidin-3-yl)amino-6-(2-methoxy-3-cyanopyridin-5-yl)pyrido[3,2-d]pyrimidine